ClC1=NC(=NC2=C(C(=C(C(=C12)F)F)F)F)[2H] 4-chloro-5,6,7,8-tetrafluoro-quinazolin-2-d